(pyridazin-4-yl)phenol dihydrochloride Cl.Cl.N1=NC=C(C=C1)C1=C(C=CC=C1)O